(2S,3S)-3-(aminomethyl)-2-[[(2S)-2-amino-3-methyl-butyryl]amino]-6-dihydroxyboryl-hexanoic acid NC[C@@H]([C@@H](C(=O)O)NC([C@H](C(C)C)N)=O)CCCB(O)O